FC1(CC2C(CN(C2)C(=O)OC(C)(C)C)C1)F tert-butyl 5,5-difluorohexahydrocyclopenta[c]pyrrole-2(1H)-carboxylate